3'-amino-3,4-dimethylbenzophenone NC=1C=C(C=CC1)C(C1=CC(=C(C=C1)C)C)=O